methyl 2-(2,6-dichloro-3-isobutylphenyl)acetate ClC1=C(C(=CC=C1CC(C)C)Cl)CC(=O)OC